NC1(C(CCCC1)=O)C1=CC=CC=C1 2-amino-2-phenyl-cyclohexan-1-one